F[C@@H]1[C@H]([C@@H](OC1)C(=O)O)O (2R,3S,4S)-4-fluoro-3-hydroxytetrahydrofuran-2-carboxylic acid